6-chloro-N-(2-fluoro-4-iodophenyl)-1H-pyrrolo[2,3-b]pyridine-3-sulfonamide ClC1=CC=C2C(=N1)NC=C2S(=O)(=O)NC2=C(C=C(C=C2)I)F